3-bromo-1-methyl-pyrrolidin-2-one BrC1C(N(CC1)C)=O